tert-butyl 4-(3-hydroxypropyl)-3-(trifluoromethyl)piperazine-1-carboxylate tert-Butyl-4-allyl-3-(trifluoromethyl)piperazine-1-carboxylate C(C)(C)(C)OC(=O)N1CC(N(CC1)CC=C)C(F)(F)F.OCCCN1C(CN(CC1)C(=O)OC(C)(C)C)C(F)(F)F